NCCOC1CN(C1)C(=O)OC(C)(C)C tert-butyl 3-(2-aminoethoxy)azetidine-1-carboxylate